C=1(N=CN2C1C=CC=C2)C=O (imidazo[1,5-a]pyridin-1-yl)methanone